(E)-4-(dimethylamino)-1-(4-((4-((5-(furan-2-yl)-2-methoxyphenyl)amino)-7-methoxyquinazolin-6-yl)oxy)piperidin-1-yl)but-2-en-1-one CN(C/C=C/C(=O)N1CCC(CC1)OC=1C=C2C(=NC=NC2=CC1OC)NC1=C(C=CC(=C1)C=1OC=CC1)OC)C